S(=O)(=O)([O-])[O-].[Pt+2].[K+] potassium platinum sulfate